[3-[(1-benzyl-3,6-dihydro-2H-pyridin-4-yl)oxy]cyclobutyl]methanol C(C1=CC=CC=C1)N1CCC(=CC1)OC1CC(C1)CO